C(C1=CC=CC=C1)C=1NC(=NN1)C(=O)NC1=NC=CC(=C1)C1=NC(=CC=C1OC)C 5-benzyl-N-(3-methoxy-6-methyl-[2,4'-bipyridine]-2'-yl)-4H-1,2,4-triazole-3-carboxamide